C(C)N1C(NC2=CC(=CC=C2C1=S)CN1C(CN(CC1)C=1C=C(C(=NC1)C(=O)NC)F)C)=O 5-(4-((3-ethyl-2-oxo-4-thioxo-1,2,3,4-tetrahydroquinazolin-7-yl)methyl)-3-methylpiperazin-1-yl)-3-fluoro-N-methylpicolinamide